NCC=C 3-amino-1-propene